NCC(C)(O)C amino-2-methyl-2-propanol